C(C=C)(=O)OCCOC1=C(C=CC=C1)C1=CC=CC=2CC3=CC=CC=C3C12 4-(2-acryloyloxyethoxyphenyl)fluorene